NC=1C(=NC=CN1)C1=NC=2C(=NC(=CC2)C2=NN(N=C2)CC(=O)N)N1C1=CC=C(C=C1)CO 2-(4-(2-(3-aminopyrazin-2-yl)-3-(4-(hydroxymethyl)phenyl)-3H-imidazo[4,5-b]pyridin-5-yl)-2H-1,2,3-triazol-2-yl)acetamide